C1(=CC=CC=C1)C=1C=C(N=C2C3CCN(C12)CC3)N3N=C(N=C3N)NC3=CC=C(C=C3)N3CCN(CC3)C 1-(1,4-ethano-8-phenyl-1,2,3,4-tetrahydro-1,5-naphthyridin-6-yl)-N3-(4-(4-methylpiperazin-1-yl)phenyl)-1H-1,2,4-triazole-3,5-diamine